C(C)(C)(C)C1=C(C(=O)OO)C=CC=C1.C(C1=CC=CC=C1)(=O)OOC(C)(C)C t-butyl peroxybenzoate (t-Butyl peroxybenzoate)